ClC1=C2C=CC(=NC2=CC(=N1)Cl)CN1CCOCC1 5,7-dichloro-2-[(morpholin-4-yl)methyl]-1,6-naphthyridine